4-methyl-octa-1-ene CC(CC=C)CCCC